O=C1N(C(CCC1C(=O)OC)C(F)(F)F)C(=O)OC(C)(C)C 1-(tert-butyl) 3-methyl 2-oxo-6-(trifluoromethyl)piperidine-1,3-dicarboxylate